(S)-4-((1-(4-chloro-8-(2-fluoro-4-(morpholinomethyl)phenyl)-1-oxo-2-phenyl-1,2-dihydroisoquinolin-3-yl)ethyl)amino)pyrido[2,3-d]pyrimidin-5(8H)-one ClC1=C(N(C(C2=C(C=CC=C12)C1=C(C=C(C=C1)CN1CCOCC1)F)=O)C1=CC=CC=C1)[C@H](C)NC=1C2=C(N=CN1)NC=CC2=O